O=C1N(C(C2=CC=CC=C12)=O)C1=NNC(=C1OC)C1=CC=C(C#N)C=C1 4-[3-(1,3-dioxo-1,3-dihydro-2H-isoindol-2-yl)-4-methoxy-1H-pyrazol-5-yl]benzonitrile